S(=O)(=O)=C1C2CCC(CC1)N2 Sulfonyl-8-azabicyclo[3.2.1]octane